FC=1C(=NC=C(C(=O)N)C1)OC1=CC=C(C=C1)C(C(F)(F)F)(F)F 5-fluoro-6-(4-(perfluoroethyl)phenoxy)nicotinamide